(E)-N-(4-methoxyphenyl)-3-[8-(6-methoxypyridin-3-yl)-2,2-dimethyl-2H-chromen-6-yl]acrylamide COC1=CC=C(C=C1)NC(\C=C\C=1C=C2C=CC(OC2=C(C1)C=1C=NC(=CC1)OC)(C)C)=O